C(C=C)(=O)N1CC(N(CC1)C=1C2=C(N(C(N1)=O)C=1C(=NC=CC1C)C(C)C)N=C(C(=C2)C#N)C2=C(C(=CC=C2)C)OC)C 4-(4-acryloyl-2-methylpiperazin-1-yl)-1-(2-isopropyl-4-methylpyridin-3-yl)-7-(2-methoxy-3-methylphenyl)-2-oxo-1,2-dihydropyrido[2,3-d]pyrimidine-6-carbonitrile